4-((R)-(4-fluorophenyl)((S)-11-hydroxy-10-oxo-5,6-dihydro-10H-imidazo[2',1':3,4]pyrazino[1,2-b]pyridazin-6-yl)methyl)benzonitrile FC1=CC=C(C=C1)[C@@H](C1=CC=C(C#N)C=C1)[C@H]1CN2C(C=3N1N=CC(C3O)=O)=NC=C2